Isopropyl (S)-4-((dichlorophosphoryl)oxy)-2-methylbutanoate ClP(=O)(Cl)OCC[C@@H](C(=O)OC(C)C)C